ClC=1C=CC=C2C=CC=C(C12)[C@@H]1CC(C(CO1)C(=O)OCC)=O ethyl (6s)-6-(8-chloronaphthalen-1-yl)-4-oxotetrahydro-2H-pyran-3-carboxylate